OC1(C[C@@H]2[C@@H](CN(C2)CC(=O)C2=CC=C(C=C2)O)C1)CC1=CC=C(C=C1)C(F)(F)F 2-[(3aR,5R,6aS)-5-hydroxy-5-{[4-(trifluoromethyl)phenyl]methyl}-octahydrocyclopenta[c]pyrrol-2-yl]-1-(4-hydroxyphenyl)ethan-1-one